[Si](C1=CC=CC=C1)(C1=CC=CC=C1)(C(C)(C)C)OCCCCCCCCC(CCCCCC(=O)O)=O 15-((tert-butyldiphenylsilyl)oxy)-7-oxopentadecanoic acid